FC1=C(C=CC(=C1)F)C1=NC(=CC=2C1=NC(=C(N2)C)C)[C@H]2C[C@@H](OCC2)C2=CC(=NC=C2)C 5-(2,4-difluorophenyl)-2,3-dimethyl-7-((2R,4R)-2-(2-methylpyridin-4-yl)tetrahydro-2H-pyran-4-yl)pyrido[3,4-b]pyrazine